N-((2-(4-methoxybenzyl)thiazol-5-yl)methyl)-11-oxo-10,11-dihydrodibenzo[b,f][1,4]thiazepine-8-carboxamide 5,5-dioxide COC1=CC=C(CC=2SC(=CN2)CNC(=O)C2=CC3=C(S(C4=C(C(N3)=O)C=CC=C4)(=O)=O)C=C2)C=C1